(1S,2S)-2-((6-(4-(((((R)-1-(2-chlorophenyl)ethoxy)carbonyl)amino)methyl)-3-methylisoxazol-5-yl)-2-methylpyridin-3-yl)carbamoyl)cyclohexane-1-carboxylic acid ClC1=C(C=CC=C1)[C@@H](C)OC(=O)NCC=1C(=NOC1C1=CC=C(C(=N1)C)NC(=O)[C@@H]1[C@H](CCCC1)C(=O)O)C